(3S*,3aR*,6S*,7R*,7aR*)-N-benzyl-7-isobutyl-1-(4-methoxybenzyl)-1,2,3,3a,7,7a-hexahydro-6H-3,6-methanopyrrolo[3,2-c]pyridine-6-carboxamide C(C1=CC=CC=C1)NC(=O)[C@]12[C@@H]([C@@H]3[C@H](C=N1)[C@@H](CN3CC3=CC=C(C=C3)OC)C2)CC(C)C |o1:10,11,12,13,16|